C1(CC1)CNC=1N=CC2=C(N1)N(C(C(=C2)C2=C(C(=CC=C2F)NS(=O)(=O)N2C[C@@H](CC2)F)F)=O)CCOCCOCCNC(C)=O N-[2-[2-[2-[2-(cyclopropylmethylamino)-6-[2,6-difluoro-3-[[(3R)-3-fluoropyrrolidin-1-yl]sulfonylamino]phenyl]-7-oxopyrido[2,3-d]pyrimidin-8-yl]ethoxy]ethoxy]ethyl]acetamide